ON1C(=C(C(C2=CC=CC=C12)=O)CC1=CC=C(C=C1)C)C 1-hydroxy-2-methyl-3-(4-methylbenzyl)-4(1H)-quinolinone